di-neopentylphenylbismuth C(C(C)(C)C)[Bi](C1=CC=CC=C1)CC(C)(C)C